[Mn].[Ni].[Cu].CC1=NC=C(N=C1)O[C@@H]1CC[C@H](CC1)C1=NN=C(N1C1=CC=C(C=C1)C)C trans-2-Methyl-5-[4-[5-methyl-4-(4-methylphenyl)-1,2,4-triazol-3-yl]cyclohexyl]oxypyrazine copper-nickel-manganese